Ethyl 4-aminobenzoate NC1=CC=C(C(=O)OCC)C=C1